2-propyl-ethylenediamine C(CC)C(CN)N